COC1=C(C2=CC=CC=C2C=C1)C1=C(C(=CC(=C1C)C)C)C 2-Methoxy-1-(2,3,5,6-tetramethylphenyl)naphthalene